1,1,1,2,3,3,6,6,7,7-decafluoro-4-oxaheptane FC(C(C(OCC(C(F)F)(F)F)(F)F)F)(F)F